BrC1=CC=CC=2C=3N(C(=NC12)NC=1C(N=CC=CC1)=O)N=C(N3)C=3C=NN(C3)C(F)F (3R)-3-({7-bromo-2-[1-(difluoromethyl)-1H-pyrazol-4-yl][1,2,4]triazolo[1,5-c]quinazolin-5-yl}amino)azepin-2-one